OC1NC(C2=CC=CC(=C12)C(F)(F)F)C#C 3-Hydroxy-4-trifluoromethylethynyl-isoindoline